C1NCCC=2C3=CC=CC=C3NC12 tetrahydrobeta-carbolin